1-(4-(piperazin-1-yl)phenyl)-1H-pyrazole-4-carboxamide N1(CCNCC1)C1=CC=C(C=C1)N1N=CC(=C1)C(=O)N